N1(C=NC=C1)C1=CC=C(C=C1)N1C=NC=C1 1,4-bis(imidazole-1-yl)benzene